5-(2,3-difluorophenyl)-7-fluoro-2-[(1R)-2,2-difluorocyclopropyl]sulfonyl-6,7-dihydro-5H-pyrrolo[1,2-b][1,2,4]triazole FC1=C(C=CC=C1F)C1CC(C=2N1N=C(N2)S(=O)(=O)[C@H]2C(C2)(F)F)F